ClC1=C(C(=CC=C1C1CC1)Cl)[C@@H](C)N1C2=C(N=CC1=O)C=NC(=C2)C2=C(C=CC=C2)C(C(=O)O)C 2-(2-(1-((R)-1-(2,6-dichloro-3-cyclopropylphenyl)ethyl)-2-oxo-1,2-dihydropyrido[3,4-b]pyrazin-7-yl)phenyl)propanoic acid